fluoro-5-(hydroxymethyl)oxolan-3-ol FC1OC(CC1O)CO